C(C)(C)(C)C=1C=CC(=C(C1)S(=O)(=O)NC(=O)C1=NC2=CC=CC(=C2C=C1)C1=NC=CC=C1)OC N-((5-(tert-butyl)-2-methoxyphenyl)sulfonyl)-5-(pyridin-2-yl)quinoline-2-carboxamide